2-[2-[2-[2-[2-(2,6-dioxo-3-piperidyl)-1,3-dioxo-isoindolin-5-yl]oxyethoxy]ethoxy]ethoxy]ethyl 4-methylbenzenesulfonate CC1=CC=C(C=C1)S(=O)(=O)OCCOCCOCCOCCOC=1C=C2C(N(C(C2=CC1)=O)C1C(NC(CC1)=O)=O)=O